2-(2-chloro-5-isopropyl-8-oxothieno[2',3':4,5]pyrrolo[1,2-d][1,2,4]triazin-7(8H)-yl)-N-(pyridin-3-yl)acetamide ClC1=CC2=C(C=C3N2C(=NN(C3=O)CC(=O)NC=3C=NC=CC3)C(C)C)S1